di(tridecyl) phenyl phosphite P(OCCCCCCCCCCCCC)(OCCCCCCCCCCCCC)OC1=CC=CC=C1